4-methyl-4-(2-methyl-1,3-oxazol-5-yl)piperidine CC1(CCNCC1)C1=CN=C(O1)C